C1(CC1)S(=O)(=O)N1N=CC(=C1)C1=NC=CC(=N1)NC1=CC(=C(C=N1)C1=NC=CC(=C1)CN1CC(C1)O)NC1CCC(CC1)(C)O 1-((6'-((2-(1-(Cyclopropylsulfonyl)-1H-pyrazol-4-yl)pyrimidin-4-yl)amino)-4'-(((1s,4s)-4-hydroxy-4-methylcyclohexyl)amino)-[2,3'-bipyridin]-4-yl)methyl)azetidin-3-ol